CN1N=CC(=C1)C1=CC(=C2C=NC=NC2=C1)C1C2(CN(C2)C(=O)[O-])CN1 5-(7-(1-methyl-1H-pyrazol-4-yl) quinazolin-5-yl)-2,6-diazaspiro[3.3]heptane-2-carboxylate